(bis(triethoxysilylpropyl)) tetrasulfide C(C)O[Si](OCC)(OCC)CCCSSSSCCC[Si](OCC)(OCC)OCC